5-Aminopyridine-3-carboxylic acid NC=1C=C(C=NC1)C(=O)O